ethyl (S)-3-amino-3-(2-bromopyridin-4-yl)propanoate N[C@@H](CC(=O)OCC)C1=CC(=NC=C1)Br